C(CC(C)C)C1(CCCCC1)C=O 1-isopentyl-CyclohexaneCarbaldehyde